1-(1H-benzo[d]imidazol-5-yl)-5-(3-fluorophenyl)imidazolidin-2-one N1C=NC2=C1C=CC(=C2)N2C(NCC2C2=CC(=CC=C2)F)=O